2,2,6,6-tetramethylpiperidineamine CC1(N(C(CCC1)(C)C)N)C